CC(=O)N[C@@H]1[C@H]([C@@H]([C@H](O[C@@H]1O[C@H]2[C@H]([C@H](OC([C@@H]2O[C@@H]3[C@@H]([C@H]([C@@H]([C@H](O3)CO)O)O)O)O)CO)O)CO)O)O The molecule is an amino trisaccharide that is D-galactopyranose in which the hydroxy groups at positions 2 and 3 have been converted into the corresponding alpha-D-glucopyranosyl and 2-acetamido-2-deoxy-alpha-D-glucopyranosyl derivatives, respectively. It is an amino trisaccharide and a member of acetamides.